FC=1C=CC(=C(C1)CC(=O)OC(C)(C)C)NC(C1=CC(=C(C=C1)N1C(CCCC1)C)[N+](=O)[O-])=O tert-butyl 2-(5-fluoro-2-(4-(2-methylpiperidin-1-yl)-3-nitrobenzamido) phenyl)acetate